diethyl 2,2,14,14-tetramethyl-8-oxopentadecanedioate CC(C(=O)OCC)(CCCCCC(CCCCCC(C(=O)OCC)(C)C)=O)C